C(C)C1=CC=C(C=C1)[Mg]Br p-ethyl-phenyl-magnesium bromide